(S)-2-(1-Hydroxycyclobutyl)-N-(1-(3-(2,2,2-trifluoroethoxy)phenyl)ethyl)acetamide tert-butyl-4-(bromomethyl)-4-methyl-piperidine-1-carboxylate C(C)(C)(C)OC(=O)N1CCC(CC1)(C)CBr.OC1(CCC1)CC(=O)N[C@@H](C)C1=CC(=CC=C1)OCC(F)(F)F